BrC1=CC2=C(S(CC2=O)(=O)=O)C=C1 5-Bromobenzo[b]thiophene-3(2H)-one-1,1-dioxide